FC1=C(C=C(CC=2NC=NN2)C=C1)OC 5-(4-fluoro-3-methoxybenzyl)-4H-1,2,4-triazole